6'-hydroxy-2'-methoxyacetophenone OC1=CC=CC(=C1C(C)=O)OC